CC1=CC2=C(SC3=C2N=CN=C3N3CCCC3)N=C1 8-methyl-4-(pyrrolidin-1-yl)pyrido[3',2':4,5]thieno[3,2-d]pyrimidine